C[C@H](CCCC(C)(C)O)[C@H]1CC[C@@H]\\2[C@@]1(CCC/C2=C\\C=C/3\\C[C@H](CCC3=C)O)C The molecule is a hydroxycalciol that is calciol in which the hydrogen at position 25 has been replaced by a hydroxy group. A prehormone resulting from the oxidation of calciol in the liver, it is further hydroxylated in the kidney to give calcitriol, the active form of vitamin D3. It has a role as a bone density conservation agent, a nutraceutical, a vitamin, a metabolite, a human metabolite and a mouse metabolite. It is a hydroxycalciol, a member of D3 vitamins and a diol.